ClC1=CC2=C(C(C=3NC4=CC(=CC=C4C3C2=O)C#C)(C)C)C=C1N1CCC(CC1)N1CCOCC1 9-chloro-3-ethynyl-6,6-dimethyl-8-(4-morpholinopiperidin-1-yl)-5,6-dihydro-11H-benzo[b]carbazol-11-one